C(C)(C)(C)C1=CC2=C(C3=CC=CC=C3C=C2C=C1)OC(=O)C1C(C2C=CC1C2)C(=O)O 2-(tert-butyl)-9-[2-carboxy(3,6-methano-4-cyclohexenyl)]carbonyloxyanthracene